tert-butyl 4-[6-[2-methyl-8-(1H-tetrazol-5-ylmethyl) imidazo[1,2-b]pyridazin-6-yl]-1-oxo-2-isoquinolyl]piperidine-1-carboxylate CC=1N=C2N(N=C(C=C2CC2=NN=NN2)C=2C=C3C=CN(C(C3=CC2)=O)C2CCN(CC2)C(=O)OC(C)(C)C)C1